(4-(9-isopropyl-6-((4-methoxybenzyl)amino)-8-oxo-8,9-dihydro-7H-purin-7-yl)benzyl)-2-methoxybenzamide C(C)(C)N1C2=NC=NC(=C2N(C1=O)C1=CC=C(CC=2C(=C(C(=O)N)C=CC2)OC)C=C1)NCC1=CC=C(C=C1)OC